CC(C)(C)OC(=O)N1CCN(CC1)C=1C=C(N=NC1)C(=O)OCC ethyl 5-[4-[(2-methylpropan-2-yl)oxycarbonyl]piperazin-1-yl]pyridazine-3-carboxylate